C1(CCC1)N1C(C(N(C(C1)C)CC=1SC(=NN1)C1=CC=CC=C1)=O)=O 1-cyclobutyl-5-methyl-4-((5-phenyl-1,3,4-thiadiazol-2-yl)methyl)piperazine-2,3-dione